benzyl ((2R)-1,3-dihydroxy-1-phenylpropan-2-yl)carbamate OC([C@@H](CO)NC(OCC1=CC=CC=C1)=O)C1=CC=CC=C1